CN(C1=NC=C(C=N1)C=1C=C2C(=NC1)NC=C2C(=O)C=2C(=C(C(=CC2)F)NS(=O)(=O)CCC(F)(F)F)F)C N-(3-(5-(2-(dimethylamino)pyrimidin-5-yl)-1H-pyrrolo[2,3-b]pyridine-3-carbonyl)-2,6-difluorophenyl)-3,3,3-trifluoropropane-1-sulfonamide